C(CCC)[SiH2]N[SiH3] C1-butyldisilazane